NC1=CN=NC2=CC(=CC=C12)C=1C(=CC(=C(C1)B(O)O)OC)N1N=CC(=C1)F [5-(4-aminocinnolin-7-yl)-4-(4-fluoropyrazol-1-yl)-2-methoxyphenyl]boronic acid